(3S,4S)-3-(5-amino-2-fluoro-4-((2-methoxypropyl)amino)benzamido)-4-fluoropiperidine NC=1C(=CC(=C(C(=O)N[C@H]2CNCC[C@@H]2F)C1)F)NCC(C)OC